[Pb](SC#N)SC#N Lead Thiocyanate